2-amino-4-nitrobenzoic acid NC1=C(C(=O)O)C=CC(=C1)[N+](=O)[O-]